3,3'-((((2-(3-(2-carboxy-2-(pyrrolidin-3-yl)ethyl)phenyl)acetyl)azanediyl)bis(ethane-2,1-diyl))bis(3,1-phenylene))bis(2-(pyrrolidin-3-yl)propanoic acid) C(=O)(O)C(CC=1C=C(C=CC1)CC(=O)N(CCC=1C=C(C=CC1)CC(C(=O)O)C1CNCC1)CCC=1C=C(C=CC1)CC(C(=O)O)C1CNCC1)C1CNCC1